NC1=CC=C(C=N1)/C=C/C(=O)NCC=1OC2=C(C1)C(=CC=C2OC)Br (E)-3-(6-aminopyridin-3-yl)-N-((4-bromo-7-methoxybenzofuran-2-yl)methyl)acrylamide